ethyl (2R,4S)-5-([1,1'-biphenyl]-4-yl)-4-(2,5-dioxopyrrol-1-yl)-2-methylpentanoate C1(=CC=C(C=C1)C[C@H](C[C@H](C(=O)OCC)C)N1C(C=CC1=O)=O)C1=CC=CC=C1